5-(4-aminopyrimidin-2-yl)-N-((6-((3R,5S)-3,5-dimethylpiperazin-1-yl)pyridin-2-yl)methyl)-7H-pyrrolo[2,3-d]pyrimidin-4-amine NC1=NC(=NC=C1)C1=CNC=2N=CN=C(C21)NCC2=NC(=CC=C2)N2C[C@H](N[C@H](C2)C)C